C12CN(CC(CC1)O2)C2=CC(=C(N=N2)CNC(=O)C2=CC=NN2)N2[C@H](COCC2)C N-((6-(8-oxa-3-azabicyclo[3.2.1]oct-3-yl)-4-((S)-3-methylmorpholino)pyridazin-3-yl)methyl)-1H-pyrazole-5-carboxamide